7-bromo-10b-methyl-6,10b-dihydro-5H-oxazolo[2,3-a]isoquinoline-2,3-dione BrC1=C2CCN3C(C2=CC=C1)(OC(C3=O)=O)C